2-((2-fluoro-4-iodophenyl)amino)-N-(2-hydroxyethoxy)-3,5-dimethyl-4-oxocyclohexa-1,5-diene-1-carboxamide FC1=C(C=CC(=C1)I)NC1=C(C=C(C(C1C)=O)C)C(=O)NOCCO